[Si](C1=CC=CC=C1)(C1=CC=CC=C1)(C(C)(C)C)O[C@@H]1CC[C@H](CC1)C(=O)C1=C(C(=C(C(=O)O)C=C1)C(C1=CC=C(C=C1)Cl)=O)F (trans-4-((tert-butyldiphenylsilyl)oxy)cyclohexane-1-carbonyl)-2-(4-chlorobenzoyl)-3-fluorobenzoic acid